(E)-N-(4-((3-chloro-2-fluorophenyl)amino)-5-(2-hydroxyethoxy)quinazolin-6-yl)-4-(dimethylamino)but-2-enamide ClC=1C(=C(C=CC1)NC1=NC=NC2=CC=C(C(=C12)OCCO)NC(\C=C\CN(C)C)=O)F